C(C1=CC=CC=C1)N1C(N(C(C1=O)=O)CC(=O)C1=CC2=C(OCCCO2)C=C1)=O 1-benzyl-3-(2-(3,4-dihydro-2H-benzo[b][1,4]dioxepin-7-yl)-2-oxoethyl)imidazolidine-2,4,5-trione